N1=C(N=CC=C1)C=1C=CC=C(C1C(O)=NO)O pyrimidinesalicylic acid oxime